Methyl 4-amino-2-butyl-1-(4-((4-methylpiperazin-1-yl)methyl)benzyl)-1H-imidazo[4,5-c]quinoline-7-carboxylate NC1=NC=2C=C(C=CC2C2=C1N=C(N2CC2=CC=C(C=C2)CN2CCN(CC2)C)CCCC)C(=O)OC